FC(OC1=C(C=CC=C1)NC(=O)C=1C2=C(SC1NC(C(I)(F)F)=O)CCC2)(F)F 2-(2,2-difluoro-2-iodo-acetylamino)-5,6-dihydro-4H-cyclopenta[b]thiophene-3-carboxylic acid (2-trifluoromethoxy-phenyl)-amide